NC1=C(N=C(S1)C1=C(C=CC=C1F)F)C(=O)NC=1C(=C2C(=NC1)CCC2)N2C[C@H]([C@H](CC2)O)N 5-amino-N-{4-[(3R,4S)-3-amino-4-hydroxypiperidin-1-yl]-6,7-dihydro-5H-cyclopenta[b]pyridin-3-yl}-2-(2,6-difluorophenyl)-1,3-thiazole-4-carboxamide